COC=1C=C(C=CC1OC)C1=C(C2=C(N=NC(=C2)C2CCN(CC2)C2CCN(CC2)C(C)C)N1)CC 6-(3,4-Dimethoxyphenyl)-5-ethyl-3-(1'-isopropyl-[1,4'-bipiperidin]-4-yl)-7H-pyrrolo[2,3-c]pyridazine